methyl-(2E)-4-[methyl(prop-2-yn-1-yl)amino]-1-[4-(3-{[4-(trifluoromethyl)phenyl]amino}pyrazin-2-yl)piperazin-1-yl]but-2-en-1-one C/C(/C(=O)N1CCN(CC1)C1=NC=CN=C1NC1=CC=C(C=C1)C(F)(F)F)=C\CN(CC#C)C